Sulfodiazine S(=O)(=O)(O)C=1N=NC=CC1